4-Bromo-5-[(1-methyl-4-piperidyl)amino]thieno[2,3-c]pyridine-2-carbonitrile BrC1=C2C(=CN=C1NC1CCN(CC1)C)SC(=C2)C#N